ClC=1C=C(C=C(C1)NS(=O)(=O)C)NC(=O)C=1SC(=C(C1)C1=NC=C(C=C1F)N1CC2C(C2C1)(C)C)C N-(3-chloro-5-(methylsulfonylamino)phenyl)-4-(5-(6,6-dimethyl-3-azabicyclo[3.1.0]hex-3-yl)-3-fluoropyridin-2-yl)-5-methylthiophene-2-carboxamide